C(C)(C)(C)OC(CC[C@H]1N(CCNC1)C(=O)OCC1=CC=CC=C1)=O Benzyl (2R)-2-(3-tert-butoxy-3-oxo-propyl)piperazine-1-carboxylate